2-(3,4-Dimethylphenyl)-N-(1,1-dioxido-2,3-dihydrothiophen-3-yl)-7-hydroxythiazolo[4,5-c]pyridine-6-carboxamide CC=1C=C(C=CC1C)C=1SC2=C(C=NC(=C2O)C(=O)NC2CS(C=C2)(=O)=O)N1